2-methylpropanoic acid 3,7-dimethyloct-1,6-dien-3-yl ester CC(C=C)(CCC=C(C)C)OC(C(C)C)=O